2-(4-{[3-bromo-2-(trifluoromethyl)phenyl]methoxy}-3-methoxyphenyl)-1,3-dioxolane BrC=1C(=C(C=CC1)COC1=C(C=C(C=C1)C1OCCO1)OC)C(F)(F)F